[C@]12(CNC[C@H]2C1)COC1=NC=CC2=CC(=C(C=C12)OC(C)C)C(=O)N 1-[(1S,5S)-3-azabicyclo[3.1.0]hex-1-ylmethoxy]-7-(propan-2-yloxy)isoquinoline-6-carboxamide